C(C1=CC=CC=C1)OC(=O)NCCN1N=C(C2=C(C=CC=C12)Br)C1CCN(CC1)C(=O)OC(C)(C)C tert-butyl 4-[1-(2-{[(benzyloxy)carbonyl]amino}ethyl)-4-bromoindazol-3-yl]piperidine-1-carboxylate